ClC=1C=C2C(C(=CN(C2=CC1N1[C@H](CCC1)COC1=NC(=CC=C1Cl)OC)C=1C=NC(=CC1)N1CC(C1)N(C)C)C(=O)O)=O (R)-6-chloro-7-(2-(((3-chloro-6-methoxy-pyridin-2-yl)oxy)methyl)pyrrolidin-1-yl)-1-(6-(3-(dimethyl-amino)azetidin-1-yl)pyridin-3-yl)-4-oxo-1,4-dihydro-quinoline-3-carboxylic acid